CN1C(C(=CC(=C1)C=C)C(=O)O)=O 1-methyl-2-oxo-5-vinyl-1,2-dihydropyridine-3-carboxylic acid